COC=1C=C(C=O)C=CC1OCC\C=C/C\C=C/CC 3-methoxy-4-(((3Z,6Z)-nona-3,6-dien-1-yl)oxy)benzaldehyde